OC=1C=NN(C1)C(C(=O)O)C(C)C 2-(4-hydroxy-1H-pyrazol-1-yl)-3-methylbutanoic acid